(3,5-difluoro-4-((7-(2-hydroxyethoxy)-6-methoxyquinolin-4-yl)oxy)phenyl)-4-(2,2-difluoroethoxy)-2-fluoropyridine-3-carboxamide FC=1C=C(C=C(C1OC1=CC=NC2=CC(=C(C=C12)OC)OCCO)F)C=1C(=C(C(=NC1)F)C(=O)N)OCC(F)F